5-methyl-3-(methylsulfanyl)-2-phenyl-3a,8a-dihydrofuro[2,3-b]benzofuran CC=1C=CC2=C(C3C(O2)OC(=C3SC)C3=CC=CC=C3)C1